N=1C(C=C2C1C=CC=N2)=O pyrrolo-pyridinone